3-(5-bromo-2-thienyl)-3-methoxy-oxetane BrC1=CC=C(S1)C1(COC1)OC